(S)-hydroxypropyl-tetrahydropyrantriol OCCC[C@@]1(OCCC(C1O)O)O